Ethyl (2R)-2-(2-ethoxy-2-oxoethoxy)propanoate C(C)OC(CO[C@@H](C(=O)OCC)C)=O